[Si](C)(C)(C(C)(C)C)OCCN1N=C(C(=C1CCS(=O)(=O)O)I)OCOCC[Si](C)(C)C.C(C1=CC=CC=C1)(=O)OC1=CC=C(C=C1)C(C(F)(F)F)(C(F)(F)F)C1=CC=C(C=C1)OC(C1=CC=CC=C1)=O 2,2-bis(4-benzoyloxyphenyl)hexafluoropropane [2-[2-[tert-butyl(dimethyl)silyl]oxyethyl]-4-iodo-5-(2-trimethylsilylethoxymethoxy)pyrazol-3-yl]methyl-methanesulfonate